C(N)(=O)C1=C(C=CC=C1Cl)N1C(C(C2=CC(=CC=C12)C1CCN(CC1)C(=O)OC(C)(C)C)(C(F)(F)F)C)=O tert-butyl 4-(1-(2-carbamoyl-3-chlorophenyl)-3-methyl-2-oxo-3-(trifluoromethyl)indolin-5-yl)piperidine-1-carboxylate